N-((1r,4r)-4-(aminomethyl)cyclohexyl)-2-(1H-imidazol-1-yl)-6-methyl-pyrimidine-4-carboxamide trifluoroacetate FC(C(=O)O)(F)F.NCC1CCC(CC1)NC(=O)C1=NC(=NC(=C1)C)N1C=NC=C1